BrC=1C=NN2C1C=C(C=C2N2CCN(CC2)C(C(C)C)=O)S(=O)(=O)N(CC2=CC=C(C=C2)OC)C2(CC2)C#N 3-bromo-N-(1-cyanocyclopropyl)-7-(4-isobutyrylpiperazin-1-yl)-N-(4-methoxybenzyl)pyrazolo[1,5-a]pyridin-5-sulfonamide